C1(CC1)N1CCC(CC1)NC=1C(=CN(C(C1)=O)C1(CC1)C(F)F)C(=O)[O-].[Li+] lithium 4-((1-cyclopropylpiperidin-4-yl) amino)-1-(1-(difluoromethyl)-cyclopropyl)-6-oxo-1,6-dihydropyridine-3-carboxylate